N-(3-((5-bromo-2-((5-ethyl-2-methoxy-4-(4-(4-methylpiperazin-1-yl)piperidin-1-yl)phenyl)amino)pyrimidin-4-yl)amino)-1,5-naphthyridin-4-yl)methanesulfonamide BrC=1C(=NC(=NC1)NC1=C(C=C(C(=C1)CC)N1CCC(CC1)N1CCN(CC1)C)OC)NC=1C=NC2=CC=CN=C2C1NS(=O)(=O)C